N1(CCC1)CCNC=1N=C(N=NC1CC1=CC=C(C=C1)F)C1CC1 N-(2-(azetidin-1-yl)ethyl)-3-cyclopropyl-6-(4-fluorobenzyl)-1,2,4-triazin-5-amine